(R)-3-hydroxy-1-methyl-3-(1-(6-(2-(((S)-1-(pyrimidin-2-yl)ethyl)amino)pyrimidin-4-yl)pyridin-2-yl)-1H-1,2,3-triazol-4-yl)pyrrolidin-2-one O[C@@]1(C(N(CC1)C)=O)C=1N=NN(C1)C1=NC(=CC=C1)C1=NC(=NC=C1)N[C@@H](C)C1=NC=CC=N1